4-(3-bromophenyl)dibenzothiophene BrC=1C=C(C=CC1)C1=CC=CC2=C1SC1=C2C=CC=C1